6-((4-chlorophenyl)amino)pyrazolo[1,5-c]pyrido[3,4-e]pyrimidine-9-carboxylic Acid ClC1=CC=C(C=C1)NC1=NC2=C(C=3N1N=C(C3)C(=O)O)C=NC=C2